[Si](C)(C)(C(C)(C)C)OC[C@]1([C@@H](N(C=2N=C(N=CC21)SC)C2=CC=CC(=N2)N=S(=O)(C)C)C)C |r| rac-((6-((5R,6S)-5-(((tert-butyldimethylsilyl)oxy)methyl)-5,6-dimethyl-2-(methylthio)-5,6-dihydro-7H-pyrrolo[2,3-d]pyrimidin-7-yl)pyridin-2-yl)imino)dimethyl-λ6-sulfanone